(S)-5-(2-hydroxypropan-2-yl)-N'-((1-oxo-1,2,3,5,6,7-hexahydro-s-indacen-4-yl)carbamoyl)thiazole-2-sulfonimidamide OC(C)(C)C1=CN=C(S1)[S@](=O)(N)=NC(NC1=C2CCC(C2=CC=2CCCC12)=O)=O